2,3,5,6-tetraphenylphenoxytungsten C1(=CC=CC=C1)C1=C(O[W])C(=C(C=C1C1=CC=CC=C1)C1=CC=CC=C1)C1=CC=CC=C1